FC(C=1C=C(C=NC1)CO)(F)F [5-(trifluoromethyl)-3-pyridinyl]methanol